N-(tert-Butoxycarbonyl)-L-phenylalanine methyl ester COC([C@@H](NC(=O)OC(C)(C)C)CC1=CC=CC=C1)=O